(R,Z)-3-((5-(bicyclo[1.1.1]pentan-1-yl)-3-(3,3-difluorocyclobutyl)-2-methyl-7-(methylthio)-1,1-dioxido-2,3,4,5-tetrahydrobenzo[f][1,2,5]thiadiazepin-8-yl)oxy)-2-fluoroacrylic acid C12(CC(C1)C2)N2C[C@H](N(S(C1=C2C=C(C(=C1)O\C=C(\C(=O)O)/F)SC)(=O)=O)C)C1CC(C1)(F)F